4-((2-(6-(4-methylpiperazine-1-carbonyl)naphth-2-yl)ethyl)amino)cinnoline CN1CCN(CC1)C(=O)C=1C=C2C=CC(=CC2=CC1)CCNC1=CN=NC2=CC=CC=C12